FC1=CC=C(C=C1)NC(NC=1C=CC=C2CCC(OC12)C(=O)NO)=O 8-(3-(4-fluorophenyl)ureido)-N-hydroxychromane-2-carboxamide